dihydroxy-4-methoxy-4'-n-butoxybenzophenone OC=1C(=C(C(=O)C2=CC=C(C=C2)OCCCC)C=CC1OC)O